F[C@H]1C(NC(C[C@H]1OC1=CC=C(N=N1)C1=NC=C(C=C1O)C=1C=CC=2N(N1)C=C(N2)C)(C)C)(C)C 2-(6-{[(3S,4R)-3-fluoro-2,2,6,6-tetramethylpiperidin-4-yl]oxy}pyridazin-3-yl)-5-(2-methylimidazo[1,2-b]pyridazin-6-yl)pyridin-3-ol